acetohydrazide C(C)(=O)NN